(S)-7-isopropoxy-4-((1-isopropylpiperidin-4-yl)ethynyl)-1-((5-oxopyrrolidin-2-yl)methoxy)isoquinoline-6-carboxamide C(C)(C)OC1=C(C=C2C(=CN=C(C2=C1)OC[C@H]1NC(CC1)=O)C#CC1CCN(CC1)C(C)C)C(=O)N